OC(C(=O)O)CC(=O)O 2-hydroxybutane-1,4-dioic acid